2-fluoro-1-(3-fluoro-3-(3-(4-(trifluoromethyl)phenyl)-1H-pyrazolo[3,4-b]pyridin-1-yl)azetidin-1-yl)prop-2-en-1-one FC(C(=O)N1CC(C1)(N1N=C(C=2C1=NC=CC2)C2=CC=C(C=C2)C(F)(F)F)F)=C